{2-[3-(6,7-dimethoxyquinolin-4-yl)phenyl]ethyl}(imino)methyl-λ6-sulfanone COC=1C=C2C(=CC=NC2=CC1OC)C=1C=C(C=CC1)CC[SH2](=O)C=N